C1(CC1)NC(=S)NC=1C=NN2C1N=C(C=C2)N2[C@H](CCC2)C2=C(C=CC(=C2)F)F (R)-1-cyclopropyl-3-(5-(2-(2,5-difluorophenyl)pyrrolidin-1-yl)pyrazolo[1,5-a]pyrimidin-3-yl)thiourea